4-(4-chlorophenyl)-2-cyclobutylimidazo[1,2-a][1,8]naphthyridine-8-carbohydrazide ClC1=CC=C(C=C1)C=1C=2C=CC=3N(C2N=C(C1)C1CCC1)C=C(N3)C(=O)NN